COC=1C=C(C=CC1C)NC(=O)C1CCC(CC1)N1C(NC2=C1C=CC=C2C(=O)N2CCNCC2)=O N-(3-methoxy-4-methylphenyl)-4-[2-oxo-4-(piperazine-1-carbonyl)-2,3-dihydro-1H-1,3-benzodiazol-1-yl]cyclohexane-1-carboxamide